N1CCC(CC1)CC(=O)NC=1SC2=C(N1)C=CC(=C2)NS(=O)(=O)C=2SC=CC2 2-(piperidin-4-yl)-N-(6-(thiophene-2-sulfonylamino)benzo[d]thiazol-2-yl)acetamide